2,2-dimethyl-cyclobutanone CC1(C(CC1)=O)C